BrC=1C=CC=2N(C1)N=CC2N2C(N(C(CC2)=O)CC2=CC=C(C=C2)OC)=O 1-(6-bromopyrazolo[1,5-a]pyridin-3-yl)-3-[(4-methoxyphenyl)methyl]hexahydropyrimidine-2,4-dione